F[C@H]1[C@@H]2CC[C@H](C[C@H]1N(C)C=1N=NC(=CN1)C1=C(C=C(C=C1)C=1C=NNC1)O)N2C(=O)OC(C)(C)C tert-butyl (1s,2r,3r,5r)-2-fluoro-3-((6-(2-hydroxy-4-(1H-pyrazol-4-yl) phenyl)-1,2,4-triazin-3-yl) (methyl) amino)-8-azabicyclo[3.2.1]octane-8-carboxylate